C(#N)C1=CC(=C(COC2=NC(=NC=C2)C2CCN(CC2)[C@@H](C)C2=NC3=C(N2C[C@H]2OCC2)C=C(C=C3)C(=O)[O-])C=C1)F 2-((S)-1-(4-(4-((4-cyano-2-fluorobenzyl)oxy)pyrimidin-2-yl)piperidin-1-yl)ethyl)-1-(((S)-oxetan-2-yl)methyl)-1H-benzo[d]imidazole-6-carboxylate